C1(C=CCC1)N1CCCC1 1-(cyclopent-2-en-1-yl)pyrrolidine